[K+].S(N)([O-])(=O)=O sulfamic acid potassium salt